tert-butyl (S)-(1-amino-5-(4-((2-fluorobenzyl)oxy)phenyl)-1,5-dioxopentan-2-yl)carbamate NC([C@H](CCC(=O)C1=CC=C(C=C1)OCC1=C(C=CC=C1)F)NC(OC(C)(C)C)=O)=O